Di-tert-butyl 3,3'-(((trans-cyclohexane-1,4-dicarbonyl)bis(azanediyl))bis(1,3-dioxoisoindoline-4,2-diyl))bis(2,6-dioxopiperidine-1-carboxylate) [C@H]1(CC[C@H](CC1)C(=O)NC1=C2C(N(C(C2=CC=C1)=O)C1C(N(C(CC1)=O)C(=O)OC(C)(C)C)=O)=O)C(=O)NC1=C2C(N(C(C2=CC=C1)=O)C1C(N(C(CC1)=O)C(=O)OC(C)(C)C)=O)=O